BrC1=C(C=CC=C1)C=1N(C(=NN1)S)C 5-(2-bromophenyl)-4-methyl-1,2,4-triazole-3-thiol